6-(dimethylamino)-2-methylpyrido[3,4-d]pyrimidin CN(C1=CC2=C(N=C(N=C2)C)C=N1)C